NCCOCCOCCC(=O)NC1=C(C(=O)NC=2SC(=C(N2)C)C)C=C(C=C1)NCCCC 2-(3-(2-(2-aminoethoxy)ethoxy)propanamido)-5-(butylamino)-N-(4,5-dimethylthiazol-2-yl)benzamide